tri(2-hydroxypropyl)amine OC(CN(CC(C)O)CC(C)O)C